5-[(4R,10bS)-8-[(6S)-6-hydroxy-1,4-diazepan-1-yl]-4-methyl-3,4,6,10b-tetrahydro-1H-pyrazino[2,1-a]isoindol-2-yl]quinoline-8-carbonitrile O[C@H]1CNCCN(C1)C=1C=C2CN3[C@@H](C2=CC1)CN(C[C@H]3C)C3=C1C=CC=NC1=C(C=C3)C#N